C(C1=CC=CC=C1)C1N(CCOC1)C benzyl-N-methylmorpholine